C(CCCCCCC)(=O)N[C@@H](CC(N)=O)C(=O)O N-octanoyl-asparagine